6-(5-((1-Isobutylpiperidin-4-yl)oxy)-3-isopropyl-1H-indol-2-yl)-8-methyl-[1,2,4]triazolo[1,5-a]pyridin C(C(C)C)N1CCC(CC1)OC=1C=C2C(=C(NC2=CC1)C=1C=C(C=2N(C1)N=CN2)C)C(C)C